3-(7-oxo-5,7-dihydrospiro[furo[2,3-f]isoindole-2,4'-piperidin]-6(3H)-yl)piperidine-2,6-dione O=C1N(CC=2C=C3C(=CC12)OC1(CCNCC1)C3)C3C(NC(CC3)=O)=O